N(=[N+]=[N-])CCCNC(CCCC[C@@H]1SC[C@@H]2NC(N[C@@H]21)=O)=O N-(3-azidopropyl)-5-((3as,4s,6ar)-2-oxohexahydro-1H-thieno[3,4-d]imidazol-4-yl)pentanamide